2-(3-chlorophenyl)-9-(naphthalen-2-yl)-1,10-phenanthroline ClC=1C=C(C=CC1)C1=NC2=C3N=C(C=CC3=CC=C2C=C1)C1=CC2=CC=CC=C2C=C1